N1=CN=CC2=CC(=CC=C12)S(=O)(=O)Cl quinazoline-6-sulfonyl chloride